FC1=C(N=CC2=C1N=C(N=C2N2CC1CCC(C2)N1C(=O)OC(C)(C)C)S(=O)(=O)C)C1=CC=CC2=CC=C(C(=C12)C#C[Si](C(C)C)(C(C)C)C(C)C)F tert-butyl 3-(8-fluoro-7-(7-fluoro-8-((triisopropylsilyl)ethynyl)naphthalen-1-yl)-2-(methylsulfonyl)pyrido[4,3-d]pyrimidin-4-yl)-3,8-diazabicyclo[3.2.1]octane-8-carboxylate